6-(4-bromo-3-methoxybenzyl)-2-oxa-6-azaspiro[3.3]heptane BrC1=C(C=C(CN2CC3(COC3)C2)C=C1)OC